tert-butyl 4-[2-[3-[2-[6-methyl-7-oxo-1-(p-tolylsulfonyl)pyrrolo[2,3-c]pyridin-4-yl]phenoxy]phenoxy]ethoxy]piperidine-1-carboxylate CN1C(C2=C(C(=C1)C1=C(OC=3C=C(OCCOC4CCN(CC4)C(=O)OC(C)(C)C)C=CC3)C=CC=C1)C=CN2S(=O)(=O)C2=CC=C(C=C2)C)=O